The molecule is a sesquiterpene lactone that is a 3alpha-hydroxy epimer of heliangin. Isolated from Eupatorium kiirunense, it exhibits cytotoxicity against human oral epidermoid (KB), cervical epitheloid (Hela) and liver (hepa59T/VGH) carcinoma cells. It has a role as a metabolite and an antineoplastic agent. It is an enoate ester, an epoxide and a sesquiterpene lactone. It derives from a tiglic acid. C/C=C(\\C)/C(=O)O[C@@H]1C[C@@]2([C@H](O2)C[C@H](/C(=C/[C@@H]3[C@@H]1C(=C)C(=O)O3)/C)O)C